CN(CCCNC(CCCCCCC\C=C/C\C=C/C\C=C/CC)=O)C (9Z,12Z,15Z)-N-[3-(dimethylamino)propyl]octadeca-9,12,15-trienamide